CON=C1C2=C(NC=N1)N(C=C2)[C@@H]2O[C@@H]([C@H]([C@H]2O)O)[C@H](O)C2=CC(=C(C=C2)Cl)C 7-((2R,3R,4S,5R)-5-((R)-(4-chloro-3-methylphenyl)(hydroxy)methyl)-3,4-dihydroxytetrahydrofuran-2-yl)-1,7-dihydro-4H-pyrrolo[2,3-d]pyrimidin-4-one O-methyl oxime